5-(isopropenyl)-1,3-dihydro-2H-pyrrole C(=C)(C)C1=CCCN1